C(C1=CC=CC=C1)OC1=NC(=CC=C1C1=C(C#N)C=C(C=C1)Br)OCC1=CC=CC=C1 2-(2,6-bis(benzyloxy)pyridin-3-yl)-5-bromobenzonitrile